FC1=CC=C(C=C1)NC(=O)C1(CC1)C(=O)NC1=CC=C(C=C1)OC1=CC=NC2=CC(=C(C=C12)C=1NC=CC1)OC 1-N'-(4-fluorophenyl)-1-N-[4-[7-methoxy-6-(1H-pyrrol-2-yl)quinolin-4-yl]oxyphenyl]cyclopropane-1,1-dicarboxamide